O1C(CCCC1)N1N=CC2=CC=CC=C12 1-(tetrahydro-2H-pyran-2-yl)-1H-indazole